OB1OCC2=C1C=CC(=C2)NC2=NC=C(C(=N2)NC(CCO)CCO)C 3-[[2-[(1-hydroxy-3H-2,1-benzoxaborol-5-yl)amino]-5-methyl-pyrimidin-4-yl]amino]pentane-1,5-diol